4-(6-chloro-3-quinolylamino)-2-{2-[(dimethylamino)methyl]-2,3-dihydro-1,4-dioxa-5-aza-7-naphthylamino}pyrimidine ClC=1C=C2C=C(C=NC2=CC1)NC1=NC(=NC=C1)NC1=CN=C2OCC(OC2=C1)CN(C)C